COC1=CC=C(C=C1)CN(S(=O)(=O)C1CNC1)CC1=CC=C(C=C1)OC N,N-bis[(4-methoxyphenyl)methyl]azetidine-3-sulfonamide